CS(=O)(=O)OC[C@H](C(C)(C=1C=CC=C2C=CNC12)O)NC(=O)OC(C)(C)C (2R)-2-((tert-butoxycarbonyl)amino)-3-hydroxy-3-(1H-indol-7-yl)butyl methanesulfonate